FC1=C(C(=CC=C1)F)S(=O)(=O)NC=1C(=NC=C(C1)C=1C=CC=2N=CN=C(C2N1)N1CCN(CC1)C(\C=C\C(F)(F)F)=O)OC (E)-2,6-difluoro-N-(2-methoxy-5-(4-(4-(4,4,4-trifluorobut-2-enoyl)piperazin-1-yl)pyridino[3,2-d]pyrimidin-6-yl)pyridin-3-yl)benzene-sulfonamide